CC(C(=O)C1=CC=C(C=C1)SC)(C)N1CCOCC1 2-methyl-1-(4-(methylthio)phenyl)-2-(4-morpholinyl)-1-propanone